tert-Butyl (R)-4-(7-(3,5-difluorophenyl)-5-(3-methylpyrazin-2-yl)-7H-pyrrolo[2,3-d]pyrimidin-4-yl)-2-methylpiperazine-1-carboxylate FC=1C=C(C=C(C1)F)N1C=C(C2=C1N=CN=C2N2C[C@H](N(CC2)C(=O)OC(C)(C)C)C)C2=NC=CN=C2C